NC=1C2=C(N=CN1)N(C(=C2C2=CCC(CC2)C2=NC(=NO2)C)C2=CC=C(C=C2)NC(C(=C)C)=O)C N-(4-(4-amino-7-methyl-5-(4-(3-methyl-1,2,4-oxadiazol-5-yl)cyclohex-1-en-1-yl)-7H-pyrrolo[2,3-d]pyrimidin-6-yl)phenyl)methacrylamide